Nitrophenylhydrazine hydrochloride C1=CC(=CC=C1NN)[N+](=O)[O-].Cl